3-[[4-[(2S,3R)-2-Amino-7-(6-tert-butyl-5-methyl-pyrrolo[2,3-b]pyrazin-3-yl)-7-oxo-3-(trifluoromethoxy)heptoxy]-6-(2,6-dimethylphenyl)pyrimidin-2-yl]sulfamoyl]benzoic acid N[C@@H](COC1=NC(=NC(=C1)C1=C(C=CC=C1C)C)NS(=O)(=O)C=1C=C(C(=O)O)C=CC1)[C@@H](CCCC(=O)C1=CN=C2C(=N1)N(C(=C2)C(C)(C)C)C)OC(F)(F)F